6-((4-((6-(difluoromethyl)pyridin-3-yl)methoxy)-3-methoxyphenyl)amino)-3-morpholinoquinoxaline-5-carbonitrile FC(C1=CC=C(C=N1)COC1=C(C=C(C=C1)NC1=C(C=2N=C(C=NC2C=C1)N1CCOCC1)C#N)OC)F